1-[(1S,4S)-5-[4-[4-chloro-3-(cyclopropylmethoxy)anilino]pyrido[3,2-d]pyrimidin-6-yl]-2,5-diazabicyclo[2.2.1]heptan-2-yl]prop-2-en-1-one ClC1=C(C=C(NC=2C3=C(N=CN2)C=CC(=N3)N3[C@@H]2CN([C@H](C3)C2)C(C=C)=O)C=C1)OCC1CC1